Ethyl (R)-1-(3-(3-amino-6-methylthieno[2,3-b]pyridine-2-carboxamido)chroman-7-yl)piperidine-4-carboxylate NC1=C(SC2=NC(=CC=C21)C)C(=O)N[C@H]2COC1=CC(=CC=C1C2)N2CCC(CC2)C(=O)OCC